(S)-N-hydroxy-4-(1-(methoxymethyl)cyclopropane-1-carbonyl)-3-phenyl-2,3,4,5-tetrahydrobenzo[f][1,4]oxazepine-8-carboxamide ONC(=O)C1=CC2=C(CN([C@H](CO2)C2=CC=CC=C2)C(=O)C2(CC2)COC)C=C1